C(C)(C)(C)OC(=O)N1CC(CC1)NC1CCOCC1 3-((tetrahydro-2H-pyran-4-yl)amino)pyrrolidine-1-carboxylic acid tert-butyl ester